ethyl 2-allyl-2,3-dihydro-1H-indene-2-carboxylate C(C=C)C1(CC2=CC=CC=C2C1)C(=O)OCC